7-methoxy-N-(6-methoxypyridin-2-yl)-2-(4-methyl-3-oxaspiro[bicyclo[2.1.1]hexane-2,3'-oxetan]-1-yl)imidazo[1,2-a]pyridine-6-carboxamide COC1=CC=2N(C=C1C(=O)NC1=NC(=CC=C1)OC)C=C(N2)C21CC(OC13COC3)(C2)C